ClC1=C(C=C(C2=C1OC(OC2=O)(C)C)O)C 8-Chloro-5-hydroxy-2,2,7-trimethyl-4H-benzo[d][1,3]dioxin-4-one